C(C)(C)(C)C1=C(OCCCC(=O)NC2=C(C(=O)NC3=C(C(=O)O)C=CC=C3)C=CC=C2)C=CC(=C1)C(C)(C)C 2-(2-(4-(2,4-Di-t-butylphenoxy)butyrylamino)benzoylamino)benzoic acid